N1C(CCCCCC1)=O azacyclooctan-2-one